F[C@]1(CN(CC[C@@]1(O)C)C1=NC=CC(=N1)NC=1N=CC2=C(C=CC(=C2C1)C(C)C)N1CC(C1)CS(=O)(=O)C)C (3S,4S)-3-fluoro-1-[4-({8-[3-(methanesulfonylmeth-yl)azetidin-1-yl]-5-(propan-2-yl)isoquinolin-3-yl}amino)pyrimidin-2-yl]-3,4-dimethylpiperidin-4-ol